4-(2-((3-chloro-1-methyl-1H-pyrazol-5-yl)sulfonyl)propan-2-yl)-N-(pyridazin-4-yl)piperidine-1-carboxamide ClC1=NN(C(=C1)S(=O)(=O)C(C)(C)C1CCN(CC1)C(=O)NC1=CN=NC=C1)C